(S)-N-(1-(4-ethoxyphenyl)ethyl)-2-(4-oxo-benzo[d][1,2,3]triazin-3(4H)-yl)acetamide C(C)OC1=CC=C(C=C1)[C@H](C)NC(CN1N=NC2=C(C1=O)C=CC=C2)=O